FC1=CC(=C(C(=C1)C1=CC=NC=C1)CC(=O)OC(C)(C)C)C(C)C tert-Butyl 2-(4-fluoro-2-isopropyl-6-(pyridin-4-yl)phenyl)acetate